[Cu].[Mg].[Sr] strontium-magnesium-copper